Ethyl (S)-3-(2',6'-Dimethylbiphenyl-3-yl)-3-(3-(4-hydroxy-1,6-dimethyl-2-oxo-1,2-dihydropyridin-3-yl)ureido)propanoat CC1=C(C(=CC=C1)C)C1=CC(=CC=C1)[C@H](CC(=O)OCC)NC(=O)NC=1C(N(C(=CC1O)C)C)=O